FC(C(=O)[O-])(F)F.N1(CCC1)C1=CC2=C(C(=C3C([Si]2(C)C)=CC(C=C3)=[N+]3CCC3)C3=CC=CC=C3)C=C1 1-(7-(azetidin-1-yl)-5,5-dimethyl-10-phenyldibenzo[b,e]silin-3(5H)-ylidene)azetidin-1-ium trifluoroacetate